BrC1=CC=2N=CN=C(C2N=C1)NC1=C(C(=CC=C1)Cl)C 7-bromo-N-(3-chloro-2-methylphenyl)pyrido[3,2-d]pyrimidin-4-amine